(1S,2S)-N-(6-(((6-cyclopropyl-8-(2-oxopyrrolidin-1-yl)imidazo[1,2-a]pyridin-2-yl)methyl)amino)pyrimidin-4-yl)-2-(4-methyl-pyrimidin-2-yl)cyclopropane-1-carboxamide C1(CC1)C=1C=C(C=2N(C1)C=C(N2)CNC2=CC(=NC=N2)NC(=O)[C@@H]2[C@H](C2)C2=NC=CC(=N2)C)N2C(CCC2)=O